CCCCCCCC(C)O The molecule is a secondary alcohol that is nonane substituted by a hydroxy group at position 2. It has a role as a volatile oil component, a pheromone and a plant metabolite. It derives from a hydride of a nonane.